(2S)-decane-1,2-diol C([C@H](CCCCCCCC)O)O